5-toluenesulfonyl-5H-pyrrolo[2,3-b]pyrazin-2-amine hydrochloride Cl.C(C1=CC=CC=C1)S(=O)(=O)N1C=CC=2C1=NC=C(N2)N